C1(CCC1)NCC1=CC=C(C=C1)[S@@](=O)(N)=NC(NC1=C2CCCC2=CC=2CCCC12)=O (R)-4-((cyclobutylamino)methyl)-N'-((1,2,3,5,6,7-hexahydro-s-indacen-4-yl)carbamoyl)-benzenesulfonimidamide